calcium lithium sulfur phosphate P(=O)([O-])([O-])[O-].[S+2].[Li+].[Ca+2]